ClCC=1N(C(=CN1)S(=O)(=O)N1CCC(CC1)NC1=NC=C(C(=N1)C=1C=NN(C1)CC(F)(F)F)C(F)(F)F)C N-(1-((2-(chloromethyl)-1-methyl-1H-imidazol-5-yl)sulfonyl)piperidin-4-yl)-4-(1-(2,2,2-trifluoroethyl)-1H-pyrazol-4-yl)-5-(trifluoromethyl)-pyrimidin-2-amine